C(#N)C1=CC=C(C2=C1N=CS2)N2C[C@H]1N(CC3=CC(=CC=C13)N[C@H]1CN(C[C@H]1F)C(=O)OC(C)(C)C)[C@@H](C2)C tert-butyl (3S,4R)-3-[[(4R,10bS)-2-(4-cyano-1,3-benzothiazol-7-yl)-4-methyl-3,4,6,10b-tetrahydro-1H-pyrazino[2,1-a]isoindol-8-yl]-amino]-4-fluoro-pyrrolidine-1-carboxylate